N-(2-((1S,3S,5S)-3-Cyano-2-azabicyclo[3.1.0]hexan-2-yl)-2-oxoethyl)-7-(2-methoxypropan-2-yl)quinoline-4-carboxamide C(#N)[C@H]1N([C@H]2C[C@H]2C1)C(CNC(=O)C1=CC=NC2=CC(=CC=C12)C(C)(C)OC)=O